BrC1=NC=C(C=C1NC(OC(C)(C)C)=O)F tert-Butyl N-(2-bromo-5-fluoro-3-pyridyl)carbamate